2-(5-(aminomethyl)-1,3,4-thiadiazol-2-yl)-N-(1-methylpiperidin-4-yl)-1-(2,2,2-trifluoroethyl)-1H-indol-4-amine hydrogen chloride Cl.NCC1=NN=C(S1)C=1N(C=2C=CC=C(C2C1)NC1CCN(CC1)C)CC(F)(F)F